tert-butyl (R)-((3-(4-(4,4-difluoroazepan-1-yl)-2-(3,3-difluoroazetidin-1-yl)-6-methylpyrimidine-5-carboxamido)phenyl)(methyl)(oxo)-λ6-sulfaneylidene)carbamate FC1(CCN(CCC1)C1=NC(=NC(=C1C(=O)NC=1C=C(C=CC1)[S@](=O)(C)=NC(OC(C)(C)C)=O)C)N1CC(C1)(F)F)F